N1(CCC1)C(=O)NCC(=O)N1C(CC(C1)F)C(=O)NC(C1=CC=CC=C1)C1=CC(=C(C=C1)C1CC(C1)(F)F)F 1-{2-[(azetidine-1-carbonyl)amino]acetyl}-N-{[4-(3,3-difluorocyclobutyl)-3-fluorophenyl](phenyl)methyl}-4-fluoropyrrolidine-2-carboxamide